((S)-2-(2-fluoro-[1,1'-biphenyl]-4-yl) propanoyloxy) 3-hydroxysuccinate OC(CC(=O)OOC([C@@H](C)C1=CC(=C(C=C1)C1=CC=CC=C1)F)=O)C(=O)[O-]